C(C1=CC=CC=C1)O[C@@H]1[C@@H]([C@H](O[C@@H]([C@H]1OCC1=CC=CC=C1)COCC1=CC=CC=C1)F)O 3,4,6-tri-O-benzyl-α-D-mannopyranosyl fluoride